ONC(=O)C1=CC=C2C=NN(C2=C1)CC1=CC=C(C=C1)C1=CC=CC=C1 1-Biphenyl-4-ylmethyl-1H-indazole-6-carboxylic acid hydroxyamide